N-(4-(3-(tert-Butyl)-1H-pyrazol-1-yl)butyl)-2-methoxy-5-morpholino-1H-benzo[d]imidazole-1-carboxamide C(C)(C)(C)C1=NN(C=C1)CCCCNC(=O)N1C(=NC2=C1C=CC(=C2)N2CCOCC2)OC